2-(4-fluorophenyl)-N-((2S)-1-oxo-1-(((2S)-5,5,5-trifluoro-1-hydroxy-1-(thiazol-2-yl)pentan-2-yl)amino)propan-2-yl)thiazole-5-carboxamide FC1=CC=C(C=C1)C=1SC(=CN1)C(=O)N[C@H](C(N[C@H](C(C=1SC=CN1)O)CCC(F)(F)F)=O)C